C(C)OC=1C=C(C=CC1OC)C1=CC=CC=C1 3'-ethoxy-4'-methoxy-[1,1'-biphenyl]